ClC=1C=C(C=C(C1OC=1C=C2C3(C(NC2=CC1)=O)CC(C3)(F)F)Cl)N3N=C(C(NC3=O)=O)NC(OC(C)(C)C)=O t-butyl (2-(3,5-dichloro-4-((3,3-difluoro-2'-oxospiro[cyclobutane-1,3'-indolin]-5'-yl)oxy)phenyl)-3,5-dioxo-2,3,4,5-tetrahydro-1,2,4-triazin-6-yl)carbamate